CC1=C(C=2N(C=C1C1=C(C3=NC=4CN(CCC4C=C3N1)C(=O)OC(C)(C)C)C(C)C)N=CN2)C tert-Butyl 2-(7,8-dimethyl-[1,2,4]triazolo[1,5-a]pyridin-6-yl)-3-isopropyl-1,5,7,8-tetrahydro-6H-pyrrolo[3,2-b][1,7]naphthyridine-6-carboxylate